ClC1=C(C=CC=C1)C1=C(C=CC(=C1)C(C)O)S(=O)(=O)N1[C@@H](C[C@@](CC1)(C(=O)O)F)C (2R,4S)-1-((2'-chloro-5-(1-hydroxyethyl)-[1,1'-biphenyl]-2-yl)sulfonyl)-4-fluoro-2-methylpiperidine-4-carboxylic acid